C(C)(C)(C)OC(=O)N1CC2(C(NC3=C2N=C(N=C3N)SC)=O)C1 Tert-butyl-4'-amino-2'-(methylthio)-6'-oxo-5',6'-dihydrospiro[azetidine-3,7'-pyrrolo[3,2-d]pyrimidine]-1-carboxylate